NC1=C2C(=NC=N1)N(N=C2C2=CC=C(C=C2)OC2=CC=CC=C2)C2CCN(CC2)C(=O)N2CCC(CC2)CCCC2CCN(CC2)C=2C=C1C(N(C(C1=CC2)=O)C2C(NC(CC2)=O)=O)=O 5-(4-(3-(1-(4-(4-amino-3-(4-phenoxyphenyl)-1H-pyrazolo[3,4-d]pyrimidin-1-yl)piperidine-1-carbonyl)piperidin-4-yl)propyl)piperidin-1-yl)-2-(2,6-dioxopiperidin-3-yl)isoindoline-1,3-dione